COS(=O)(=O)[O-].C[N+](CCCC)(CCCC)CCCC methyl-tri-n-butylammonium methyl-sulfate